ethyl 5-(4-(2,8-dichloro-10,11-dihydro-5H-dibenzo[b,f]azepin-5-yl)butyl)isoxazole-3-carboxylate ClC1=CC2=C(N(C3=C(CC2)C=C(C=C3)Cl)CCCCC3=CC(=NO3)C(=O)OCC)C=C1